Cl[Si](C=1CC2=CC=CC=C2C1C1=CC=CC=C1)(C)C Chlorodimethyl-(3-phenyl-1H-inden-2-yl)silane